6-[(7-benzyloxy-7-carboxy-8,8,8-trifluoro-3,3-dimethyl-octyl)amino]-3-nitro-5-(trifluoromethyl)pyridine-2-carboxylic acid C(C1=CC=CC=C1)OC(CCCC(CCNC1=C(C=C(C(=N1)C(=O)O)[N+](=O)[O-])C(F)(F)F)(C)C)(C(F)(F)F)C(=O)O